N-[(5-methoxy-1,3-benzoxazol-2-yl)methyl]-6-methyl-4-[(1-methylcyclopropyl)amino]furo[2,3-d]pyrimidine-5-carboxamide COC=1C=CC2=C(N=C(O2)CNC(=O)C2=C(OC=3N=CN=C(C32)NC3(CC3)C)C)C1